1-(2-(pyrimidin-5-yl)ethyl)imidazoline-2,4-dione N1=CN=CC(=C1)CCN1C(NC(C1)=O)=O